(2R)-4-Methyl-2-(methylamino)-N-[4-(2-methyl-1H-pyrrolo[2,3-b]pyridin-4-yl)phenyl]pentanamide CC(C[C@H](C(=O)NC1=CC=C(C=C1)C1=C2C(=NC=C1)NC(=C2)C)NC)C